Cl.C(C1=CC=CC=C1)OC(=O)C1(CC1)N 1-Amino-cyclopropanecarboxylic acid benzyl ester, hydrochloride salt